8-bromo-7-fluoro-3,4-dihydroquinolin-2(1H)-one BrC=1C(=CC=C2CCC(NC12)=O)F